N-cyclopropyl-2-(difluoromethoxy)-6-methoxy-4-[7-(2-methoxy-1,1-dimethyl-ethoxy)imidazo[1,2-a]pyridin-3-yl]benzamide C1(CC1)NC(C1=C(C=C(C=C1OC)C1=CN=C2N1C=CC(=C2)OC(COC)(C)C)OC(F)F)=O